BrC1=CC=C(C=C1)C1=NC2=C(C=CC=C2C(N1)(C)C)Cl 2-(4-bromophenyl)-8-chloro-4,4-dimethyl-3H-quinazoline